3-(1-Methylpyrrolidin-3-yl)oxyaniline CN1CC(CC1)OC=1C=C(N)C=CC1